6-(3-methoxybenzyl)-2,4-dimethyl-4,6-dihydropyrazolo[3',4':4,5]pyrrolo[2,3-d]pyridazin-5(2H)-one COC=1C=C(CN2N=CC3=C(C2=O)N(C=2C3=NN(C2)C)C)C=CC1